C(C)OC(=O)[C@H]1N[C@H]2CCCC[C@H]2C1 (2S,3aS,7aS)-octahydroindole-2-carboxylic acid ethyl ester